benzomorpholone O1C(CNC2=C1C=CC=C2)=O